2-chloro-6-fluorobenzyl carbonate C(OCC1=C(C=CC=C1F)Cl)([O-])=O